FC1(CCC(CC1)CN1N=C(C(=C1C(=O)NC=1C=NC=C(C1)S(=O)(=O)C)C(F)(F)F)C)F 1-((4,4-difluorocyclohexyl)methyl)-3-methyl-N-(5-(methylsulfonyl)pyridin-3-yl)-4-(trifluoromethyl)-1H-pyrazole-5-carboxamide